2-(2-((5-(1-aminoisoquinolin-5-yl)-1-(tetrahydrofuran-3-yl)-1H-indol-3-yl)methoxy)phenyl)acetic acid NC1=NC=CC2=C(C=CC=C12)C=1C=C2C(=CN(C2=CC1)C1COCC1)COC1=C(C=CC=C1)CC(=O)O